ClC1=CC=C(C=N1)C1(C(C(NC(C1C#N)=O)=O)C#N)C 4-(6-chloropyridin-3-yl)-4-methyl-2,6-dioxopiperidine-3,5-dicarbonitrile